1-hydroxy-4-methoxy-5-methyl-3-[4-(trifluoromethyl)-2-pyridinyl]imidazolidin-2-one ON1C(N(C(C1C)OC)C1=NC=CC(=C1)C(F)(F)F)=O